[F-].C[Li] methyl-lithium fluoride